trans-1,2-bis(bis(3,4,5-triethylphenyl)phosphinomethyl)cyclobutane C(C)C=1C=C(C=C(C1CC)CC)P(C1=CC(=C(C(=C1)CC)CC)CC)C[C@H]1[C@@H](CC1)CP(C1=CC(=C(C(=C1)CC)CC)CC)C1=CC(=C(C(=C1)CC)CC)CC